2-(6-chloro-2-cyano-3-methoxyphenyl)acetic acid ClC1=CC=C(C(=C1CC(=O)O)C#N)OC